[2,3,4-13C3]butanoic acid C([13CH2][13CH2][13CH3])(=O)O